tert-butyl (3-(4-((7-(4-(2-bromoethoxy)phenyl)pyrrolo[2,1-f][1,2,4]triazine-2-yl)amino)-1H-pyrazol-1-yl)propyl)carbamate BrCCOC1=CC=C(C=C1)C1=CC=C2C=NC(=NN21)NC=2C=NN(C2)CCCNC(OC(C)(C)C)=O